(S)-2-((1-(5-(4-chlorophenyl)-1,2,4-oxadiazol-3-yl)ethyl)carbamoyl)-4-methoxypyridin-3-yl ethyl carbonate C(OC=1C(=NC=CC1OC)C(N[C@@H](C)C1=NOC(=N1)C1=CC=C(C=C1)Cl)=O)(OCC)=O